2-((2-chloropyrimidin-4-yl)oxy)-1-fluoro-10-methyl-5,6,8,9,10,11-hexahydro-7H-pyrido[3',4':4,5]pyrrolo[2,3-f]isoquinolin-7-one ClC1=NC=CC(=N1)OC=1N=CC=2CCC3=C(C2C1F)NC1=C3C(NCC1C)=O